N,N-Diethyl-1-[[4-[5-(trifluoromethyl)-1,2,4-oxadiazol-3-yl]phenyl]methyl]pyrazol-4-carboxamid C(C)N(C(=O)C=1C=NN(C1)CC1=CC=C(C=C1)C1=NOC(=N1)C(F)(F)F)CC